C1(=CC=CC=C1)P(C(C)CC(C)P(C1=CC=CC=C1)C1=CC=CC=C1)C1=CC=CC=C1 2,4-bis-(diphenylphosphino)pentane